tert-butyl 4-(5-ethyl-2-(2-methoxypyridin-4-yl)-7-oxo-4,7-dihydro-[1,2,4]triazolo[1,5-a]pyrimidin-6-yl)piperazine-1-carboxylate C(C)C=1NC=2N(C(C1N1CCN(CC1)C(=O)OC(C)(C)C)=O)N=C(N2)C2=CC(=NC=C2)OC